IC(C(=O)O)(C)C1=CC=CC=C1 iodo-α-phenylpropionic acid